Cl.ClC1=CC=C(C=C1)C(C(=O)N(C)C)N1CCNCC1 2-(4-chlorophenyl)-N,N-dimethyl-2-(piperazin-1-yl)acetamide hydrochloride